FC=1C=C(CN2CC3(CN(C3)C(=O)N3CC4(C3)NC(OC4)=O)C2)C=C(C1)F 2-[6-(3,5-difluorobenzyl)-2,6-diazaspiro[3.3]heptane-2-carbonyl]-7-oxa-2,5-diazaspiro[3.4]octan-6-one